(2-(benzyloxy)-4,6-dihydroxy-3-methylphenyl)(5,8-dihydropyrido[3,4-d]pyrimidin-7(6H)-yl)methanone C(C1=CC=CC=C1)OC1=C(C(=CC(=C1C)O)O)C(=O)N1CC=2N=CN=CC2CC1